L-leucine 4-guanidinobutylamide N(C(=N)N)CCCCNC([C@@H](N)CC(C)C)=O